BrC1=CC=C(C(=O)OC)C=C1 methyl 4-bromobenzoate